(prop-1-en-2-yl)-N-(1-(3,4,5-trimethoxyphenyl)-1H-imidazol-4-yl)pyrrolo[2,1-f][1,2,4]Triazin-4-amine C=C(C)C1=NN2C(C(=N1)NC=1N=CN(C1)C1=CC(=C(C(=C1)OC)OC)OC)=CC=C2